[F-].C[NH+]1CCC(CC1)CCC 1-Methyl-4-propylpiperidinium fluorid